methyl 6-(1-(adamantan-1-ylmethyl)-5-methyl-1H-pyrazol-4-yl)-3-(6-(benzo[d]thiazol-2-ylamino) pyridin-3-yl)-3H-imidazo[4,5-b]pyridine-7-carboxylate C12(CC3CC(CC(C1)C3)C2)CN2N=CC(=C2C)C=2C(=C3C(=NC2)N(C=N3)C=3C=NC(=CC3)NC=3SC2=C(N3)C=CC=C2)C(=O)OC